BrC1=CC=C(C=C1)C(C(=O)O)O p-bromophenylglycolic acid